11-benzoyl-8-chloro-11-methyl-2,3,4,5,10,11-hexahydro-1H-dibenzo[b,e][1,4]diazepin-1-one C(C1=CC=CC=C1)(=O)C1(C2=C(NC3=C(N1)C=C(C=C3)Cl)CCCC2=O)C